OC(C(=O)OC)CCCCCCCCCC methyl Hydroxylaurate